N-(2-(1H-benzo[d][1,2,3]triazol-1-yl)pyridin-4-yl)benzamide methyl-2-(2-fluoro-4-hydroxy-phenyl)acetate COC(CC1=C(C=C(C=C1)O)F)=O.N1(N=NC2=C1C=CC=C2)C2=NC=CC(=C2)NC(C2=CC=CC=C2)=O